ClC=1C=CC=C2NC=3C=C(C=CC3C(C12)(C)C)OCCN1CCS(CC1)(=O)=O 4-(2-((8-chloro-9,9-dimethyl-9,10-dihydroacridin-3-yl)oxy)ethyl)thiomorpholine 1,1-dioxide